3-[2-(prop-2-yn-1-ylamino)ethoxy]-N-[4-(trifluoromethyl)phenyl]pyrazin-2-amine C(C#C)NCCOC=1C(=NC=CN1)NC1=CC=C(C=C1)C(F)(F)F